methyl 4-(1-(((R)-3,3-difluorocyclopentyl) amino) ethyl)-7,7-dimethyl-6,7-dihydro-5H-cyclopenta[b]pyridine-2-carboxylate FC1(C[C@@H](CC1)NC(C)C1=C2C(=NC(=C1)C(=O)OC)C(CC2)(C)C)F